C(N)(=O)C=1N=CN(C1)C1=CC(=C(C(=C1)F)C=1N=C2N(C=CC(=C2)C)C1C[C@H]1CN(CCO1)C(=O)OC)F methyl (S)-2-((2-(4-(4-carbamoyl-1H-imidazol-1-yl)-2,6-difluorophenyl)-7-methylimidazo[1,2-a]pyridin-3-yl)methyl)morpholine-4-carboxylate